5-[(4R,8R,9aS)-8-[6-[(6S)-6-amino-1,4-oxazepan-4-yl]-3-pyridyl]-4-methyl-1,3,4,6,7,8,9,9a-octahydropyrido[1,2-a]pyrazin-2-yl]quinoline-8-carbonitrile N[C@H]1CN(CCOC1)C1=CC=C(C=N1)[C@H]1C[C@@H]2N([C@@H](CN(C2)C2=C3C=CC=NC3=C(C=C2)C#N)C)CC1